5-(4-fluorophenyl)-4-hydroxy-6-methylpyridine-3-carboxamide hydrochloride Cl.FC1=CC=C(C=C1)C=1C(=C(C=NC1C)C(=O)N)O